2-(2-chloro-3,4-bis((4-methoxybenzyl)oxy)phenyl)acetic acid ClC1=C(C=CC(=C1OCC1=CC=C(C=C1)OC)OCC1=CC=C(C=C1)OC)CC(=O)O